1,3-dibutoxy-1,3-diiodopropane C(CCC)OC(CC(I)OCCCC)I